C(C=C\C=C/CCCCCCCCC)=O 5Z,8Z-tetradecadienal